OCCOC(C)N1CCNCC1 1-(2-hydroxyethoxy)ethylpiperazine